N-ethyl-d5-perfluoro-1-octanesulfonamide C(C([2H])([2H])[2H])(NS(=O)(=O)C(C(C(C(C(C(C(C(F)(F)F)(F)F)(F)F)(F)F)(F)F)(F)F)(F)F)(F)F)([2H])[2H]